4-[2-(4-Fluorophenyl)-5-(piperazin-1-yl)-3H-imidazo[4,5-b]pyridin-3-yl]pyridin-2-amine FC1=CC=C(C=C1)C1=NC=2C(=NC(=CC2)N2CCNCC2)N1C1=CC(=NC=C1)N